C(C)C(C(=O)[O-])(CCCCCCC)CCCCCC.[Nd+3].C(C)C(C(=O)[O-])(CCCCCCC)CCCCCC.C(C)C(C(=O)[O-])(CCCCCCC)CCCCCC neodymium (2-ethyl-2-hexyl nonanoate)